(3R)-N-tert-butoxycarbonyl-3-amino-4-(2,4,5-Trifluorophenyl)-butyric acid C(C)(C)(C)OC(=O)N[C@@H](CC(=O)O)CC1=C(C=C(C(=C1)F)F)F